p-Coumaric acid ethylester C(C)OC(\C=C\C1=CC=C(C=C1)O)=O